spiro[2.4]heptene C1=CC12CCCC2